CCC1CO1 3-methyl-propyleneoxide